BrC1=CC=C(C=C1)S(=O)(=O)N1CCNCC1 4-((4-bromophenyl)sulfonyl)piperazine